2-(benzenesulfonyl)-3-phenyloxacyclopropane C1(=CC=CC=C1)S(=O)(=O)C1OC1C1=CC=CC=C1